FC=1C=CC(=C(OCC(=O)O)C1)CNC(=O)[C@H]1N(C[C@@H](C1)O)C([C@H](C(C)(C)C)NC(=O)C1(CC1)F)=O 2-(5-Fluoro-2-(((2S,4R)-1-((S)-2-(1-fluorocyclopropanecarboxamido)-3,3-dimethylbutanoyl)-4-hydroxypyrrolidine-2-carboxamido)methyl)phenoxy)acetic acid